4-(((1-(tert-butoxycarbonyl)-4-fluoropiperidin-4-yl)methoxy)methyl)-5-cyclopropyl-2-fluorobenzoic acid C(C)(C)(C)OC(=O)N1CCC(CC1)(F)COCC1=CC(=C(C(=O)O)C=C1C1CC1)F